(2R)-1-{[(5-Bromo-3-fluoropyridin-2-yl)methyl](4-methoxybenzyl)amino}butan-2-ol BrC=1C=C(C(=NC1)CN(C[C@@H](CC)O)CC1=CC=C(C=C1)OC)F